CN(CCC(=O)NCC)C 3-(dimethylamino)-N-ethylpropionamide